CS(=O)(=O)C=1C=C(C=CC1)NC=1C2=C(N=CN1)C=CS2 N-(3-(methylsulfonyl)phenyl)thieno[3,2-d]pyrimidin-4-amine